(S)-1-(4-fluorophenyl)-1-(2-(4-(6-(1-(oxetan-3-ylmethyl)-1H-pyrazol-4-yl)-7H-pyrrolo[2,3-d]pyrimidin-4-yl)piperazin-1-yl)pyrimidin-5-yl)ethan-1-amine hydrochloride Cl.FC1=CC=C(C=C1)[C@](C)(N)C=1C=NC(=NC1)N1CCN(CC1)C=1C2=C(N=CN1)NC(=C2)C=2C=NN(C2)CC2COC2